[Al].CC=1C=C(C=C(C1)C)O (3,5-dimethylphenol) aluminum